disodium 1,5-bis(3-methoxy-4-octadecyloxyphenyl)-3-oxo-1,5-pentanedisulfonate COC=1C=C(C=CC1OCCCCCCCCCCCCCCCCCC)C(CC(CC(S(=O)(=O)[O-])C1=CC(=C(C=C1)OCCCCCCCCCCCCCCCCCC)OC)=O)S(=O)(=O)[O-].[Na+].[Na+]